C1=C(C=CC2=CC=CC=C12)N(C1=CC=C(C=C1)N)C1=CC2=CC=CC=C2C=C1 N,N-di-2-naphthyl-1,4-phenylenediamine